FC(C=1C=C(C=C(C1)C(F)(F)F)[B-](C1=CC(=CC(=C1)C(F)(F)F)C(F)(F)F)(C1=CC(=CC(=C1)C(F)(F)F)C(F)(F)F)C1=CC(=CC(=C1)C(F)(F)F)C(F)(F)F)(F)F.C(CCC)[NH+](CCCC)CCCC tributylammonium tetrakis(3,5-ditrifluoromethylphenyl)borate